P(=O)([O-])([O-])[O-].[K+].[K+].[K+].O water tripotassium phosphate